ClC1=C(C=CC(=C1)OCCN1CCNCC1)C=1N(C2=NC=NC(=C2N1)OC1(CC1)C)CC1=C(C#N)C=CC=N1 2-((8-(2-chloro-4-(2-(piperazin-1-yl)ethoxy)phenyl)-6-(1-methylcyclopropoxy)-9H-purin-9-yl)methyl)nicotinonitrile